C(C)(=O)C1=C(OCC(=O)N)C(=CC(=C1)Br)OC 2-acetyl-4-bromo-6-methoxyphenoxylacetamide